3-methylenepent-4-ene C=C(CC)C=C